methyl (3aR,6aR)-5-((tert-butoxycarbonyl)-L-prolyl)-3a-(3-(4,4,5,5-tetramethyl-1,3,2-dioxaborolan-2-yl)propyl)hexahydropyrrolo[3,4-b]pyrrole-6a(1H)-carboxylate C(C)(C)(C)OC(=O)N1[C@@H](CCC1)C(=O)N1C[C@@]2(NCC[C@@]2(C1)CCCB1OC(C(O1)(C)C)(C)C)C(=O)OC